(5-((3-fluoropyridin-2-yl)oxy)pyridin-2-yl)propanamide FC=1C(=NC=CC1)OC=1C=CC(=NC1)C(C(=O)N)C